1,3-dithiacyclooctane S1CSCCCCC1